3,4-dichloro-2-(2-(pyrrolidin-3-yl)imidazo[1,2-a]pyridin-7-yl)phenol ClC=1C(=C(C=CC1Cl)O)C1=CC=2N(C=C1)C=C(N2)C2CNCC2